NC1=NC=NC=2NC3=C(C=C(C=C3C21)C(=O)OC)C methyl 4-amino-8-methyl-9H-pyrimido[4,5-b]indole-6-carboxylate